lithium (1+) 5-[4-(3-chloro-2-fluoro-6-methoxyphenyl)-6-methylpyridine-3-amido]-1,3,4-thiadiazole-2-carboxylate ClC=1C(=C(C(=CC1)OC)C1=C(C=NC(=C1)C)C(=O)NC1=NN=C(S1)C(=O)[O-])F.[Li+]